OC=1C=C(C=CC1O)C1=NC2=CC(=CC=C2C(C1O)=O)O 2-(3,4-dihydroxyphenyl)-3,7-dihydroxyquinolin-4-one